FC1=CC=C(C=C1)N1C(=NC2=C1C=CC=C2)NS(=O)(=O)C=C N-[1-(4-fluorophenyl)-1H-1,3-benzodiazol-2-yl]ethene-1-sulfonamide